BrC=1C=C(C(=O)NC2=NC3=C(N2)C(=CC=C3C3=CC=CC=C3)OC)C=CN1 2-Bromo-N-(7-methoxy-4-phenyl-1H-benzoimidazol-2-yl)-isonicotinamide